4-(4-((1R,5S)-3,8-diazabicyclo[3.2.1]oct-3-yl)-5-ethynyl-8-fluoro-2-(((2S,4R)-4-fluoro-1-methylpyrrolidin-2-yl)methoxy)pyrido[4,3-d]pyrimidin-7-yl)-5-ethynyl-6-fluoronaphthalene [C@H]12CN(C[C@H](CC1)N2)C=2C1=C(N=C(N2)OC[C@H]2N(C[C@@H](C2)F)C)C(=C(N=C1C#C)C1=CC=CC2=CC=C(C(=C12)C#C)F)F